methyl tetradecanoate (methyl myristate) CC(C(=O)O)CCCCCCCCCCCC.C(CCCCCCCCCCCCC)(=O)OC